3-(3,3-Difluoro-1-methylcyclobutyl)-3-oxo-propanenitrile FC1(CC(C1)(C)C(CC#N)=O)F